C(CC#C)N(C(O)=O)C1=NC(=CC=C1)CO\N=C(\C1=CC=CC=C1)/C1=NN=NN1C.C1(CC2C(CC1)O2)C(=O)OCC2CC1C(CC2)O1 3,4-epoxycyclohexylmethyl 3,4-Epoxycyclohexanecarboxylate but-3-yn-1-yl{6-[({[(Z)-(1-methyl-1H-tetrazol-5-yl)(phenyl)methylene]amino}oxy)methyl]pyridin-2-yl}carbamate